N-[4-Amino-1-(2-trimethylsilylethoxymethyl)pyrazolo[4,3-c]pyridin-7-yl]-2-oxo-2-[rac-(2S,5R)-2-cyclopentyl-5-methyl-1-piperidyl]acetamide NC1=NC=C(C2=C1C=NN2COCC[Si](C)(C)C)NC(C(N2[C@@H](CC[C@H](C2)C)C2CCCC2)=O)=O |r|